C(C)(C)(C)OC(=O)N1C[C@H]([C@@H](C1)C1=CC=CC=C1)NS(=O)(=O)C1=C2C=CN=CC2=CC=C1 |r| (±)-trans-4-phenyl-3-[(isoquinolin-5-ylsulfonyl)amino]pyrrolidine-1-carboxylic acid tert-butyl ester